C1(CCCC1)C1=NC(=C(C2=C1CC(N2)=O)C(=O)N)C2=CC=C(C=C2)CNC(C2=C(C=CC(=C2)F)OC)=O 4-cyclopentyl-6-(4-((5-fluoro-2-methoxybenzoylamino)methyl)phenyl)-2-oxo-2,3-dihydro-1H-pyrrolo[3,2-c]Pyridine-7-carboxamide